N1C=CC=2C(=CC=CC12)S(=O)(=O)NN indole-4-sulfonohydrazide